2,4,3'-biphenyltricarboxylic acid C=1(C(=CC(=CC1)C(=O)O)C(=O)O)C1=CC(=CC=C1)C(=O)O